Pyridin-2-ylmethyl (2-((S)-1-(2,3-difluorobenzyl)-5-oxopyrrolidin-2-yl)acetyl)-L-valinate FC1=C(CN2[C@@H](CCC2=O)CC(=O)N[C@@H](C(C)C)C(=O)OCC2=NC=CC=C2)C=CC=C1F